N[C@@H](CCSCC[C@H](N)C(=O)O)C(=O)O homolanthionine